C(C)(C)(C)OC(N(CCOC)C1[C@@H]2CC[C@H](C1)N2C2=NC(=NC1=C(C(=C(C=C21)C(F)(F)F)Br)F)Cl)=O ((1S,4R)-7-(7-bromo-2-chloro-8-fluoro-6-(trifluoromethyl)quinazolin-4-yl)-7-azabicyclo[2.2.1]heptan-2-yl)(2-methoxyethyl)carbamic acid tert-butyl ester